IC=1C=C(C=CC1)C(N)=N 3-iodobenzene-1-carboximidamide